6-[2-Fluoro-5-(trifluoromethyl)phenyl]pyrazolo[4,3-b]pyridin FC1=C(C=C(C=C1)C(F)(F)F)C=1C=C2C(=NC1)C=NN2